Methyl-5-bromo-3-ethoxy-2-((4-methoxybenzyl)oxy)pyridine CC1=C(C(=NC=C1Br)OCC1=CC=C(C=C1)OC)OCC